Cl.C1(CC1)COC1=C(C=CC=C1)CN (2-(cyclopropylmethoxy)phenyl)methylamine hydrochloride